1-methyl-4-oxo-1,4-dihydro-1,8-naphthyridine-3-carboxylic acid CN1C=C(C(C2=CC=CN=C12)=O)C(=O)O